docosyl-trimethyl-ammonium bromide [Br-].C(CCCCCCCCCCCCCCCCCCCCC)[N+](C)(C)C